(10-(1-(3-Chlorophenyl)-1H-1,2,3-triazol-4-yl)-6-hydroxy-[1,2,4]triazolo[5,1-a]isoquinoline-5-carbonyl)glycine ClC=1C=C(C=CC1)N1N=NC(=C1)C=1C=CC=C2C(=C(N3C(C12)=NC=N3)C(=O)NCC(=O)O)O